2-[[4-[4-hydroxy-1-piperidinyl]-6-[[(4-(propylsulfonylamino)phenyl)methyl]amino]-2-pyrimidinyl]amino]-4-methyl-5-thiazolecarboxylic acid, ethyl ester OC1CCN(CC1)C1=NC(=NC(=C1)NCC1=CC=C(C=C1)NS(=O)(=O)CCC)NC=1SC(=C(N1)C)C(=O)OCC